C(C)OC(C1C(C=C(C=C1)N)(Cl)N(CC)CC)=O 2-(diethylamino)-4-amino-2-chlorobenzoic acid ethyl ester